6-[4-(isobutylamino)phenyl]-N-(3-pyridylmethyl)pyridine-3-carboxamide C(C(C)C)NC1=CC=C(C=C1)C1=CC=C(C=N1)C(=O)NCC=1C=NC=CC1